N-cyclopropyl-N-(2-((2-((3-fluoro-4-(4-methylpiperazin-1-yl)phenyl)amino)-7H-pyrrolo[2,3-d]pyrimidin-4-yl)amino)phenyl)methanesulfonamide C1(CC1)N(S(=O)(=O)C)C1=C(C=CC=C1)NC=1C2=C(N=C(N1)NC1=CC(=C(C=C1)N1CCN(CC1)C)F)NC=C2